tert-butyl 7-({4-[(2-methoxyethanesulfonyl)methyl]phenyl}amino)-1,2,3,4-tetrahydro-2,6-naphthyridine-2-carboxylate COCCS(=O)(=O)CC1=CC=C(C=C1)NC1=NC=C2CCN(CC2=C1)C(=O)OC(C)(C)C